CN(CC(=O)OC(C)C)C1=CC=C2C(=CC(OC2=C1)=O)C1=C(C=CC=C1)C isopropyl N-methyl-N-(2-oxo-4-(o-tolyl)-2H-chromen-7-yl)glycinate